tert-butyl((2-chloro-3-((4-methoxybenzyl)thio)benzyl)oxy)diphenylsilane C(C)(C)(C)[Si](C1=CC=CC=C1)(C1=CC=CC=C1)OCC1=C(C(=CC=C1)SCC1=CC=C(C=C1)OC)Cl